N,N'-bis(3,4-difluorophenyl)cyclopropane-1,1-diamide FC=1C=C(C=CC1F)NC(=O)C1(CC1)C(=O)NC1=CC(=C(C=C1)F)F